8-(1-(4-fluorophenyl)-3-methyl-4,5,6,7-tetrahydro-2H-isoindol-2-yl)naphthalen-2-ol FC1=CC=C(C=C1)C=1N(C(=C2CCCCC12)C)C=1C=CC=C2C=CC(=CC12)O